hydroxyphenyl-resorcinol OC1=C(C(=C(O)C=C1)C1=CC=CC=C1)O